C(C)C1=C2C(=CC=C(C2=CC=C1)F)B1OC(C(O1)(C)C)(C)C 5-ethyl-1-fluoro-4-(4,4,5,5-tetramethyl-1,3,2-dioxaborolan-2-yl)naphthalen